[Na].C(C=C)N(C1=NC(=NC(=N1)S)S)CC=C 6-diallylamino-1,3,5-triazine-2,4-dithiol monosodium